(3R)-4-(2-(6-fluoro-1H-indol-4-yl)-7-(1-(methylsulfonyl)ethyl)thieno[3,2-d]pyrimidin-4-yl)-3-methylmorpholine FC1=CC(=C2C=CNC2=C1)C=1N=C(C2=C(N1)C(=CS2)C(C)S(=O)(=O)C)N2[C@@H](COCC2)C